5-(((1R,5S,8r)-3-benzyl-3-azabicyclo[3.2.1]oct-8-yl)(methyl)amino)-3-fluoro-N-(6-fluoropyridin-2-yl)-4-methylpyridine-2-sulfonamide trifluoroacetate salt FC(C(=O)O)(F)F.C(C1=CC=CC=C1)N1C[C@H]2CC[C@@H](C1)C2N(C=2C(=C(C(=NC2)S(=O)(=O)NC2=NC(=CC=C2)F)F)C)C